1,2,3,4-tetramethyl-1,4,5,6-tetrahydropyrimidine CN1C(N(C(CC1)C)C)C